ClC=1C=C2C=CN(C2=CC1)C1=C(C=CC=C1)[N+]#[C-] 5-chloro-1-(2-isocyanophenyl)-indole